tert-butyl N-[(3R)-7-bromo-8-fluoro-5-[[4-(4-methoxyphenyl)phenyl]methyl]-4-oxo-2,3-dihydro-1,5-benzothiazepin-3-yl]carbamate BrC=1C(=CC2=C(N(C([C@H](CS2)NC(OC(C)(C)C)=O)=O)CC2=CC=C(C=C2)C2=CC=C(C=C2)OC)C1)F